(2-cyclopropyl-7-isopropyl-4-oxo-2,4-dihydro-5H-pyrazolo[3,4-d]pyridazin-5-yl)cyclopropane-1-carboxylic acid tert-butyl ester C(C)(C)(C)OC(=O)C1(CC1)N1N=C(C=2C(C1=O)=CN(N2)C2CC2)C(C)C